(R)-3-(tert-butyl)-N-(1-(4-(7-(2,5-dihydro-1H-pyrrol-3-yl)-9H-pyrimido[4,5-b]indol-4-yl)-2-methylphenyl)ethyl)-1,2,4-oxadiazole-5-carboxamide hydrochloride Cl.C(C)(C)(C)C1=NOC(=N1)C(=O)N[C@H](C)C1=C(C=C(C=C1)C1=NC=NC=2NC3=CC(=CC=C3C21)C=2CNCC2)C